1-propenyl-quinoxalin-2(1H)-one C(=CC)N1C(C=NC2=CC=CC=C12)=O